C(CCCCCCCCCCCCCCCCCCCCCC=C)=O 23-tetracosenal